N1CC(CC1)OC1=NC=CC=C1 2-(pyrrolidin-3-yloxy)pyridine